5,6-dichloro-7-methyl-3-methylene-1H-indol-2-one ClC=1C=C2C(C(NC2=C(C1Cl)C)=O)=C